CC1=C(C=CC=C1C)N1C[C@H](N(CC1)C(CN1N=C(C2=C1C[C@@H]1[C@H]2C1)C(=O)N1CCC(CC1)O)=O)C 1-[(2R)-4-(2,3-Dimethylphenyl)-2-methylpiperazin-1-yl]-2-[(3bR,4aR)-3-(4-hydroxypiperidin-1-carbonyl)-3b,4,4a,5-tetrahydro-1H-cyclopropa[3,4]cyclopenta[1,2-c]pyrazol-1-yl]ethan-1-on